1-bromo-4-(3,3-difluorocyclobutyl)-2-methyl-benzene BrC1=C(C=C(C=C1)C1CC(C1)(F)F)C